monoethyl azelaate C(CCCCCCCC(=O)[O-])(=O)OCC